3-methyldioxazolone CN1OOCC1=O